monocalcium dihydrogen phosphate monohydrate O.P(=O)(O)(O)[O-].[Ca+2].P(=O)(O)(O)[O-]